2-(6-isopropyl-3-methylcyclohex-2-en-1-yl)acetaldehyde C(C)(C)C1CCC(=CC1CC=O)C